C(N)(=O)C=1OC2=C(C1C=1C=C(C=CC1)CCC(=O)OC)C=C(C=C2)OC(F)(F)F methyl 3-(3-(2-carbamoyl-5-(trifluoromethoxy)benzofuran-3-yl)phenyl)propanoate